C1OCC12CC(C2)CC(=O)NCC2=CC(=NC=C2)OCC(F)(F)F 2-(2-Oxaspiro[3.3]heptan-6-yl)-N-((2-(2,2,2-trifluoroethoxy)pyridin-4-yl)methyl)acetamide